N1-(2-methyl-3-(trifluoromethyl)benzyl)-N2-(1H-pyrrolo[3,2-b]pyridin-3-yl)oxalamide CC1=C(CNC(C(=O)NC2=CNC=3C2=NC=CC3)=O)C=CC=C1C(F)(F)F